CN(CCCOC(=O)OC(CCOC(CCCCCCC(OCC(CCC)CCC)OCC(CCC)CCC)=O)CCCCCCCCCCCC)C.C(C1=CC=CC=C1)N(C(CCCCCCCCCCCCCCC)=O)CC1=CC=CC=C1 N,N-dibenzyl-palmitamide 3-(((3-(dimethylamino)propoxy)carbonyl)oxy)pentadecyl-8,8-bis((2-propylpentyl)oxy)octanoate